3-(methacryloyloxy)propyl-dimethyl-methoxysilane C(C(=C)C)(=O)OCCC[Si](OC)(C)C